7,7'-dodecylidene-di-1,5,7-tri-aza-bicyclo-[4.4.0]-dec-5-en C(CCCCCCCCCCC)(N1C2=NCCCN2CCC1)N1C2=NCCCN2CCC1